2-chloro-5-(1-(2,6-dichloro-4-(perfluoropropan-2-yl)phenyl)-1H-pyrazol-4-yl)nicotinic acid ClC1=C(C(=O)O)C=C(C=N1)C=1C=NN(C1)C1=C(C=C(C=C1Cl)C(C(F)(F)F)(C(F)(F)F)F)Cl